7-fluoro-1H-indol-4-amine FC1=CC=C(C=2C=CNC12)N